NC1=C(C(=C(C=C1F)C1=CC2=C(N=C(N=C2)NC2CCC(CC2)N(C)C)N(C1=O)C(C)C)F)F 6-(4-amino-2,3,5-trifluorophenyl)-2-(((1r,4r)-4-(dimethylamino)cyclohexyl)amino)-8-isopropylpyrido[2,3-d]pyrimidin-7(8H)-one